CC=1C=C(C=C(C1)C)NC(=O)N1CCNCC1 N-(3,5-dimethylphenyl)piperazine-1-carboxamide